C12CCC(NC1)C2 5-azabicyclo[2.2.1]heptane